NC1=CC=C(C=C1)N=C(C)N(C)C N'-(4-aminophenyl)-N,N-dimethylacetamidine